O1C(=O)CCC2=CC=CC=C12 Dihydrocumarin